FC1=C(C#N)C=C(C=C1)N1C2=C(C(=C1)C(F)(F)F)C(C(C2)F)O fluoro-5-(5-fluoro-4-hydroxy-3-(trifluoromethyl)-5,6-dihydro-cyclopenta[b]pyrrol-1(4H)-yl)benzonitrile